(R)-N-(5-cyano-2,3-dihydro-1H-inden-1-yl)-2-(piperazin-1-yl)benzo[d]thiazole-6-carboxamide C(#N)C=1C=C2CC[C@H](C2=CC1)NC(=O)C1=CC2=C(N=C(S2)N2CCNCC2)C=C1